4-(8-(3-acrylamidophenyl)quinazolin-6-yl)-N-(4-cyclopropylpyridin-2-yl)-2-methoxybenzamide C(C=C)(=O)NC=1C=C(C=CC1)C=1C=C(C=C2C=NC=NC12)C1=CC(=C(C(=O)NC2=NC=CC(=C2)C2CC2)C=C1)OC